2-hydroxyhexylamin OC(CN)CCCC